1-{3-[{4-[cyano(phenyl)methylidene]piperidin-1-yl}(oxo)acetyl]-4-methoxy-1H-pyrrolo[2,3-c]pyridine-7-yl}-1H-1,2,4-triazole-3-carboxylic acid C(#N)C(=C1CCN(CC1)C(C(=O)C1=CNC2=C(N=CC(=C21)OC)N2N=C(N=C2)C(=O)O)=O)C2=CC=CC=C2